C(C)(C)C1(NC(=NC(=N1)NC1=CC=CC=C1)C1=NC(=CC=C1)NC)N 2-isopropyl-6-(6-(methylamino)pyridin-2-yl)-N4-Phenyl-1,3,5-triazine-2,4-diamine